tert-butyl 6-(4-bromobenzyl)-5-oxo-1,4,5,6-tetrahydropyrido[3,4-c][1,8]naphthyridine-3(2H)-carboxylate BrC1=CC=C(CN2C(C3=C(C=4C=CC=NC24)CCN(C3)C(=O)OC(C)(C)C)=O)C=C1